di(dibutylphenyl)urea C(CCC)C=1C(=C(C=CC1)NC(NC1=C(C(=CC=C1)CCCC)CCCC)=O)CCCC